3-(4-(cyclopropylamino)-5-(cyclopropylethynyl)pyridin-2-yl)-1-(6-(dimethoxymethyl)-5-((4-methyl-2-oxopiperazin-1-yl)methyl)pyridin-2-yl)-1-methylurea C1(CC1)NC1=CC(=NC=C1C#CC1CC1)NC(N(C)C1=NC(=C(C=C1)CN1C(CN(CC1)C)=O)C(OC)OC)=O